FC1=C(C(=CC=C1C(=C)C)OC)CC(=O)OCC ethyl 2-(2-fluoro-6-methoxy-3-(prop-1-en-2-yl)phenyl)acetate